3,3-difluoro-4-(((2-oxo-4-phenyl-7-(trifluoromethyl)-2H-chromen-3-yl)sulfonyl)methyl)-1-phenylpyrrolidin-2-one FC1(C(N(CC1CS(=O)(=O)C=1C(OC2=CC(=CC=C2C1C1=CC=CC=C1)C(F)(F)F)=O)C1=CC=CC=C1)=O)F